4'-({1-[(4-ethylphenyl)carbamoyl]-D-prolyl}amino)[1,1'-biphenyl]-4-carboxylic acid C(C)C1=CC=C(C=C1)NC(=O)N1[C@H](CCC1)C(=O)NC1=CC=C(C=C1)C1=CC=C(C=C1)C(=O)O